1,4-bis{4-(oxiranylmethoxy)phenyl}-1-cyclohexene O1C(C1)COC1=CC=C(C=C1)C1=CCC(CC1)C1=CC=C(C=C1)OCC1OC1